N1C=NC(=C1)CCNC1=NC(=NC2=CC=CC=C12)NC1=CC=C(C=C1)OC N4-(2-(1H-imidazol-4-yl)ethyl)-N2-(4-methoxyphenyl)quinazoline-2,4-diamine